CC(C(=O)OC)CCCC(CCCC(CC)C)C methyl 2,6,10-trimethyldodecanoate